Amylmethyl-trimethoxysilane C(CCCC)C[Si](OC)(OC)OC